C(N(CC(=O)[O-])CC(=O)[O-])CN(CC(=O)[O-])CC(=O)[O-].[Ca+2].[Na+].[Na+] Dinatrium-Calcium Edetat